FC(C(=O)C1=CC=C(C=C1)C)(F)F 2,2,2-trifluoro-1-(p-tolyl)ethan-1-one